ClC1=C(C=C(C=C1)Cl)C=1N=C(NC1)C1=CSC=C1 4-(2,5-dichlorophenyl)-2-(3-thienyl)imidazole